N-[6-(hydrazinocarbonyl)-2-methoxy-3-pyridinyl]-5-methyl-3-phenyl-isoxazole-4-carboxamide N(N)C(=O)C1=CC=C(C(=N1)OC)NC(=O)C=1C(=NOC1C)C1=CC=CC=C1